ClC1=CC(=C(COC2=NC=3CN(CCC3C=C2C)C(=O)OC(C)(C)C)C(=C1)F)F tert-butyl 2-((4-chloro-2,6-di-fluorobenzyl)oxy)-3-methyl-5,8-dihydro-1,7-naphthyridine-7(6H)-carboxylate